(3S)-N-[5-(2-chloro-6-methyl-4-pyridinyl)-4-(3-cyanophenyl)thiazol-2-yl]-3-methyl-piperazine-1-carboxamide ClC1=NC(=CC(=C1)C1=C(N=C(S1)NC(=O)N1C[C@@H](NCC1)C)C1=CC(=CC=C1)C#N)C